(S)-N-(2-(4-hydroxy-4-methylazepan-1-yl)-5-(trifluoromethyl)phenyl)-5-(tetrahydro-2H-pyran-4-yl)furan-2-carboxamide tert-butyl-(4-(2,4-difluorophenyl)piperidin-4-yl)carbamate C(C)(C)(C)N(C(O)=O)C1(CCNCC1)C1=C(C=C(C=C1)F)F.O[C@@]1(CCN(CCC1)C1=C(C=C(C=C1)C(F)(F)F)NC(=O)C=1OC(=CC1)C1CCOCC1)C